(2R,3R,4R,5S)-4-[[3-[2-methoxy-3-(trifluoromethyl)phenyl]-4,5-dimethyl-5-(trifluoromethyl)tetrahydrofuran-2-carbonyl]amino]pyridine-2-carboxamide COC1=C(C=CC=C1C(F)(F)F)[C@@H]1[C@@H](O[C@@]([C@@H]1C)(C(F)(F)F)C)C(=O)NC1=CC(=NC=C1)C(=O)N